[Si]=O silicon-Oxide